N-(3-(2,4-dioxotetrahydropyrimidin-1(2H)-yl)phenyl)-7-(((1R,2S,4R)-1,7,7-trimethylbicyclo[2.2.1]heptane-2-yl)amino)heptylamide O=C1N(CCC(N1)=O)C=1C=C(C=CC1)[N-]CCCCCCCN[C@@H]1[C@@]2(CC[C@H](C1)C2(C)C)C